6,6-difluorobicyclo[3.1.0]-hexan FC1(C2CCCC12)F